NCC1=CC(=NN1)N 5-(aminomethyl)-1H-pyrazol-3-amine